Cl.FC1=C(C(=CC(=C1)F)F)CCN 2-(2,4,6-trifluoro-phenyl)-ethylamine hydrochloride